COC1=CC2=C(C(NS2(=O)=O)=O)C=C1[N+](=O)[O-] 6-methoxy-5-nitrobenzo[d]isothiazol-3(2H)-one 1,1-dioxide